3-(ethylamino)-4-nitrobenzonitrile C(C)NC=1C=C(C#N)C=CC1[N+](=O)[O-]